(S)-N-(chroman-4-yl)-2-(6-cyclopropylpyridin-3-yl)benzo[d]thiazole-6-carboxamide O1CC[C@@H](C2=CC=CC=C12)NC(=O)C1=CC2=C(N=C(S2)C=2C=NC(=CC2)C2CC2)C=C1